ClC=1N=C(NC1[C@H]1[C@H](CN(CC1)S(=O)(=O)C=1N=C(SC1)C(=O)O)C)C1=NC=C(C=C1)F 4-[[(3R,4R)-4-[4-Chloro-2-(5-fluoro-2-pyridyl)-1H-imidazol-5-yl]-3-methyl-1-piperidyl]sulfonyl]thiazole-2-carboxylic acid